2,2,4,8,10,10-Hexamethylundecane-5-carboxylic acid zinc salt [Zn+2].CC(C)(CC(C(CCC(CC(C)(C)C)C)C(=O)[O-])C)C.CC(C)(CC(C(CCC(CC(C)(C)C)C)C(=O)[O-])C)C